(R)-methyl 2-(((benzyloxy)carbonyl)amino)-3-(3-(5-ethylisoxazol-4-yl)-5-fluorobenzamido)propanoate C(C1=CC=CC=C1)OC(=O)N[C@@H](C(=O)OC)CNC(C1=CC(=CC(=C1)F)C=1C=NOC1CC)=O